CC1=C(C=C(COC=2C=C3CCC(C3=CC2)N2CC(C2)C(=O)O)C=C1)C(F)(F)F 1-(5-((4-methyl-3-(trifluoromethyl)benzyl)-oxy)-2,3-dihydro-1H-inden-1-yl)azetidine-3-carboxylic acid